1-fluoro-3-chloropropane FCCCCl